N-[(2S)-1-(fluoromethoxy)-3-methylbutan-2-yl]-6-{[(1S,2S)-2-(hydroxymethyl)cyclopropyl]methoxy}-5-(3-methoxyazetidin-1-yl)pyridine-2-carboxamide FCOC[C@H](C(C)C)NC(=O)C1=NC(=C(C=C1)N1CC(C1)OC)OC[C@@H]1[C@H](C1)CO